N(C)CC(=O)[O-] Sarcosinat